CC(CCCCO)(C)C trimethylamyl alcohol